(6-isopropyl-5-(8-methoxy-[1,2,4]triazolo[1,5-a]pyridin-6-yl)-4H-thieno[3,2-b]pyrrol-2-yl)(piperazin-1-yl)methanone C(C)(C)C=1C2=C(NC1C=1C=C(C=3N(C1)N=CN3)OC)C=C(S2)C(=O)N2CCNCC2